naphtho[1,2-b]benzofuran C1=CC=CC=2C=CC3=C(OC4=C3C=CC=C4)C12